cyclohex-4-en C1CCC=CC1